Octanoyl-galactose C(CCCCCCC)(=O)C(=O)[C@H](O)[C@@H](O)[C@@H](O)[C@H](O)CO